The molecule is the hydrochloride salt of SKF-96365. It is a TRP channel blocker. It has a role as a TRP channel blocker, an apoptosis inducer, an autophagy inducer, a GABA antagonist, an antineoplastic agent, a calcium channel blocker and a platelet aggregation inhibitor. It contains a SKF-96365 free base(1+). COC1=CC=C(C=C1)CCCOC(CN2C=CN=C2)C3=CC=C(C=C3)OC.Cl